(E)-2-amino-3-(4-(2-amino-7-(3-((tert-butyldimethylsilyl)oxy)propoxy)-5-carbamoyl-1H-benzo[d]imidazol-1-yl)but-2-en-1-yl)-3H-imidazo[4,5-b]pyridine-6-carboxamide NC1=NC=2C(=NC=C(C2)C(=O)N)N1C\C=C\CN1C(=NC2=C1C(=CC(=C2)C(N)=O)OCCCO[Si](C)(C)C(C)(C)C)N